C1(CC1)C=1C=C(C(=NC1)C1=NC=2N(C=C1)N=C(C2)C(F)(F)F)SCC 5-(5-cyclopropyl-3-(ethylsulfanyl)pyridin-2-yl)-2-(trifluoromethyl)pyrazolo[1,5-a]pyrimidine